C(C)(=O)N1[C@H](CC(C1)C1=CC(=C(C=C1)OC(F)F)OC(C)C)C(=O)NCC1=NC=CC=C1 (((2R)-1-acetyl-4-(4-(difluoromethoxy)-3-isopropoxyphenyl)pyrrolidine-2-carboxamido)methyl)pyridine